(S)-4-((2-hydroxypropyl)amino)-5-methoxy-1-phenyl-7-(trifluoromethyl)quinazolin-2(1H)-one O[C@H](CNC1=NC(N(C2=CC(=CC(=C12)OC)C(F)(F)F)C1=CC=CC=C1)=O)C